BrC=1C=CC(=NC1)N1N=C(C=C1)[N+](=O)[O-] 5-bromo-2-(3-nitropyrazol-1-yl)pyridine